3-fluoro-4-(1,2,3,4-tetrahydronaphthalen-2-yl)aniline FC=1C=C(N)C=CC1C1CC2=CC=CC=C2CC1